2,2'-bipyridine iron [Fe].N1=C(C=CC=C1)C1=NC=CC=C1